[Si](C)(C)(C(C)(C)C)O[C@H]1[C@H]([C@@H](O[C@@H]1CI)N1C2=NC=NC(=C2N=C1)NC(C1=CC=CC=C1)=O)OC N-[9-[(2R,3R,4S,5S)-4-[tert-butyl(dimethyl)silyl]oxy-5-(iodomethyl)-3-methoxy-tetrahydrofuran-2-yl]purin-6-yl]benzamide